9',9''''-(4-(4-(2,6-diphenylpyrimidin-4-yl)phenyl)pyridine-2,3-diyl)bis(9'H-9,3':6',9''-tercarbazole) C1(=CC=CC=C1)C1=NC(=CC(=N1)C1=CC=C(C=C1)C1=C(C(=NC=C1)N1C2=CC=C(C=C2C=2C=C(C=CC12)N1C2=CC=CC=C2C=2C=CC=CC12)N1C2=CC=CC=C2C=2C=CC=CC12)N1C2=CC=C(C=C2C=2C=C(C=CC12)N1C2=CC=CC=C2C=2C=CC=CC12)N1C2=CC=CC=C2C=2C=CC=CC12)C1=CC=CC=C1